C=CC=CCCCCCCCC(CC)CC(=O)O 12-n-tetradecadienylacetic acid